myristyl-dimethyl-amine oxide C(CCCCCCCCCCCCC)[N+](C)(C)[O-]